bis(2-methyl-5-t-butyl-indenyl)zirconium dichloride [Cl-].[Cl-].CC=1C(C2=CC=C(C=C2C1)C(C)(C)C)[Zr+2]C1C(=CC2=CC(=CC=C12)C(C)(C)C)C